N-((3-fluoro-2,6-diisopropylphenyl)carbamoyl)-4-hydroxy-4,5,6,7-tetrahydrobenzofuran-2-sulfonamide FC=1C(=C(C(=CC1)C(C)C)NC(=O)NS(=O)(=O)C=1OC2=C(C1)C(CCC2)O)C(C)C